N-sec-butyl-acrylamide C(C)(CC)NC(C=C)=O